C(C)(C)(C)OC(=O)N1C2CN(CC1CC2)C=2C1=C(N=CN2)N(C(=C1)C1=CC(=NC=C1)C)S(=O)(=O)CC1=CC=CC=C1 3-(6-(2-methylpyridin-4-yl)-7-toluenesulfonyl-7H-pyrrolo[2,3-d]pyrimidin-4-yl)-3,8-diazabicyclo[3.2.1]octane-8-carboxylic acid tert-butyl ester